4-(4-fluoro-5-morpholino-1H-pyrrolo[2,3-b]pyridin-3-yl)pyridin-2(1H)-one FC1=C2C(=NC=C1N1CCOCC1)NC=C2C2=CC(NC=C2)=O